4-(4-hydroxyphenyl-3,5-d2)butan-2-one-1,1,1,3,3-d5 OC1=C(C=C(C=C1[2H])CC(C(C([2H])([2H])[2H])=O)([2H])[2H])[2H]